N-((2,2-difluoroethyl)carbamoyl)-2-(2-fluorophenyl)-2-(4-(trifluoromethyl)pyridine-2-yl)acetamide FC(CNC(=O)NC(C(C1=NC=CC(=C1)C(F)(F)F)C1=C(C=CC=C1)F)=O)F